ClC1=C(C=CC=C1)C1=C(SC2=C1NC(=C2CN2CC(CC2)(F)F)C(=O)N)C (2-chlorophenyl)-6-((3,3-difluoropyrrolidin-1-yl)methyl)-2-methyl-4H-thieno[3,2-b]pyrrole-5-carboxamide